ClC1=CC=C(C=C1)C(CN1CCCC1)NC(OC(C)(C)C)=O tert-butyl N-[1-(4-chlorophenyl)-2-(pyrrolidin-1-yl)ethyl]carbamate